2-fluoro-4-(8,9,10,11-tetrahydro-3H-pyrrolo[3,2-a]phenanthridin-7-yl)phenol FC1=C(C=CC(=C1)C1=NC2=CC=C3C(=C2C=2CCCCC12)C=CN3)O